3-(7-(8-oxa-3-azabicyclo[3.2.1]oct-3-yl)-3-iodopyrazolo[1,5-a]pyrimidin-5-yl)-8-oxa-3-azabicyclo[3.2.1]octane C12CN(CC(CC1)O2)C2=CC(=NC=1N2N=CC1I)N1CC2CCC(C1)O2